(S)-2-aminomethyl-1-ethyl-pyrrolidine NC[C@H]1N(CCC1)CC